C(C)OC(=O)C=1N=C(N(C1SCC)C)C1CC1 2-cyclopropyl-5-(ethylsulfanyl)-1-methyl-1H-imidazole-4-carboxylic acid ethyl ester